[N+](=O)([O-])C1=CC=C(C=N1)N1CC2(CN(C2)C2=CC=C(C=O)C=C2)C1 4-(6-(6-nitropyridin-3-yl)-2,6-diazaspiro[3.3]heptan-2-yl)benzaldehyde